ClC=1C(=C2C(=NC1C)NC(=C2)C(=O)N[C@H]2CN[Si](CCC2)(C)C)F 5-chloro-N-[(4R)-1,1-dimethylsilazepan-4-yl]-4-fluoro-6-methyl-1H-pyrrolo[2,3-b]pyridine-2-carboxamide